C(C)(=O)C=1C=C(C=C2C(N(C(=NC12)C1CCOCC1)C(F)F)=O)C 8-acetyl-3-(difluoromethyl)-6-methyl-2-(tetrahydro-2H-pyran-4-yl)quinazolin-4(3H)-one